(2R,3R,4R,5S)-6-aminohexane-1,2,3,4,5-pentol NC[C@@H]([C@H]([C@@H]([C@@H](CO)O)O)O)O